octahydroquinoxalin-2(1H)-one N1C(CNC2CCCCC12)=O